di-pentyl phthalate C(C=1C(C(=O)OCCCCC)=CC=CC1)(=O)OCCCCC